NC1CCC(CC1)(C(=O)OCC)C ethyl (cis)-4-amino-1-methylcyclohexane-1-carboxylate